tert-butyl ((trans-3-(4-(7-bromoquinoxalin-2-yl)-3-cyclopropyl-1H-pyrazol-1-yl)cyclobutyl)methyl)(tert-butoxycarbonyl)carbamate BrC1=CC=C2N=CC(=NC2=C1)C=1C(=NN(C1)[C@@H]1C[C@H](C1)CN(C(OC(C)(C)C)=O)C(=O)OC(C)(C)C)C1CC1